5-methoxy-1-methylbenzo[d][1,3,2]thiaselenazol-1-one COC=1C=CC2=C([Se]NS2(=O)C)C1